ClCC1=CC(=CC=C1)SCOC 1-(chloromethyl)-3-[(methoxymethyl)thio]benzene